1-cyclopropyl-6-fluoro-4-oxo-1,4-dihydroquinoline-3-carboxamide C1(CC1)N1C=C(C(C2=CC(=CC=C12)F)=O)C(=O)N